O=C(C[C@H]1N(CCOC1)CC(=O)OC(C)(C)C)N1CCN(CC1)C1=NC=C(C=N1)C(F)(F)F tert-butyl 2-[(3R)-3-[2-oxo-2-[4-[5-(trifluoromethyl) pyrimidin-2-yl]piperazin-1-yl]ethyl]morpholin-4-yl]acetate